C1(=CC=CC=C1)C1(CC1)NC1=NSC2=C1C=CC=C2 N-(1-phenylcyclopropyl)benzo[d]isothiazol-3-amine